C(C)(C)(C)OC1=CC=C(C=C1)C1CC(C2=CC(=C(C(=C12)OC)OC)OC)=O 3-(4-(tert-Butoxy)phenyl)-4,5,6-trimethoxy-2,3-dihydro-1H-inden-1-one